FC(O[C@H]1C[C@H](N(C1)C(=O)OC(C)(C)C)C(=O)OC)F 1-(tert-butyl) 2-methyl (2S,4S)-4-(difluoromethoxy)pyrrolidine-1,2-dicarboxylate